BrC=1C=NC(=NC1)CN(C)C (5-bromopyrimidin-2-yl)-N,N-dimethyl-methylamine